pentafluorooctyl-sulfonate FC(CCCCCCC(F)(F)F)(F)S(=O)(=O)[O-]